C1(CC1)C1=NN(C(=C1)C(F)(F)F)CC1=CC=C(C=N1)CNC1=NC=2N([C@H](C(NC2C(=N1)C)=O)C)C (S)-2-(((6-((3-cyclopropyl-5-(trifluoromethyl)-1H-pyrazol-1-yl)methyl)pyridin-3-yl)methyl)amino)-4,7,8-trimethyl-7,8-dihydropteridin-6(5H)-one